(2s,4s)-4-(azetidin-3-ylamino)-1-(3-cyano-4,6-dimethylpyridin-2-yl)-N-ethyl-N-(m-tolyl)pyrrolidine-2-carboxamide N1CC(C1)N[C@H]1C[C@H](N(C1)C1=NC(=CC(=C1C#N)C)C)C(=O)N(C=1C=C(C=CC1)C)CC